C(C)OC(=O)C1=C(C2=C(CCC3=CN(N=C23)C[C@H]2OCCOC2)O1)C(F)(F)F 2-{[(2R)-1,4-Dioxacyclohexan-2-yl]methyl}-8-(trifluoromethyl)-4,5-dihydro-2H-furo[2,3-g]indazole-7-carboxylic acid ethyl ester